BrC1=C(C=C(C(=C1)OCOCCOC)CCl)F 1-Bromo-4-(chloromethyl)-2-fluoro-5-((2-methoxyethoxy)methoxy)benzene